C(C)OC(C1=CC=C(C=C1)N1CCN(CC1)CC(F)F)=O 4-(4-(2,2-difluoroethyl)piperazin-1-yl)benzoic acid ethyl ester